COC1=NC=NC=C1N1CCNCC1 4-Methoxy-5-(piperazin-1-yl)pyrimidine